OC(CNC1=C(C=CC=C1)C)C1=NNC(O1)=S 5-(1-hydroxy-2-o-tolylaminoethyl)-1,3,4-oxadiazole-2(3H)-thione